N[C@@H](CCC(=O)O)C(=O)O.NC(C(=O)O)CC=1C(=NOC1C)O α-amino-3-hydroxy-5-methyl-4-isoxazolepropionic acid glutamate